(R)-2-(3-(1-((3-(3,6-dihydro-2H-pyran-4-yl)-7-methylpyrimidino[4,5-c]pyridazin-5-yl)amino)ethyl)-2-fluorophenyl)-2,2-difluoroethanol O1CCC(=CC1)C1=CC2=C(N=N1)N=C(N=C2N[C@H](C)C=2C(=C(C=CC2)C(CO)(F)F)F)C